NC=1C=C2CN(C(C2=CC1F)=O)C1C(NC(CC1)=O)=O 3-(5-amino-6-fluoro-1-oxoisoindolin-2-yl)piperidine-2,6-dione